CC1(NC2=CC3=C(C=C2C(=C1)CS(=O)(=O)[O-])C(=C1C=C2C(=CC([NH+]=C2C=C1O3)(C)C)CS(=O)(=O)[O-])C3=C(C(=O)[O-])C=CC(=C3)C(=O)[O-])C 2-(2,2,10,10-tetramethyl-4,8-bis(sulfonatomethyl)-2,10-dihydro-1H-pyrano[3,2-g:5,6-g']diquinolin-11-ium-6-yl)terephthalate